CC=1C(=NC2=CC=CC=C2C1)C1=C(C=CC=C1)C (methyl)(methylphenyl)quinoline